((5-(Trifluoromethyl)pyridin-2-yl)methyl)oxamide FC(C=1C=CC(=NC1)CNC(=O)C(=O)N)(F)F